Cl[C@H](C(=O)N(CC(=O)N)NC(=O)[C@H]1N(CCC1)C(=O)C1(CC1)C1=CC=C(C=C1)OC(F)(F)F)F 2-[((2R)-2-chloro-2-fluoro-acetyl)-[[(2S)-1-[1-[4-(trifluoromethoxy)phenyl]cyclopropanecarbonyl]pyrrolidine-2-carbonyl]amino]amino]acetamide